CN1N=CC=C1C(=O)N1[C@@H](C2=C(CC1)NC=N2)C2=NN1C(C=CC=C1)=C2 (S)-(1-methyl-1H-pyrazol-5-yl)(4-(pyrazolo[1,5-a]pyridin-2-yl)-6,7-dihydro-1H-imidazo[4,5-c]pyridin-5(4H)-yl)methanone